dihydrobenzo[b]thiophen-4(5H)-one S1C2=C(CC1)C(CC=C2)=O